ClC=1C=C(C=CC1)C[C@@H](C=O)N(C(OC(C)(C)C)=O)CC1=CC=C(C=C1)OC tert-butyl [(2S)-1-(3-chlorophenyl)-3-oxopropan-2-yl][(4-methoxyphenyl)methyl]carbamate